4-oxa-heptanedinitrile C(CCOCCC#N)#N